5-(4-((3-ethyl-2,4-dioxo-1,2,3,4-tetrahydrothieno[2,3-d]pyrimidin-6-yl)methyl)piperazin-1-yl)-N-methylpicolinamide C(C)N1C(NC2=C(C1=O)C=C(S2)CN2CCN(CC2)C=2C=CC(=NC2)C(=O)NC)=O